C(#N)C1=NN(C=C1)C1=CC=C(C(=C1CNC(=O)C=1C(=NN(C1)CC1=CC=C2CCN(CC2=C1)CC)COC)F)OC N-{[6-(3-cyanopyrazol-1-yl)-2-fluoro-3-methoxyphenyl]methyl}-1-[(2-ethyl-3,4-dihydro-1H-isoquinolin-7-yl)methyl]-3-(methoxymethyl)pyrazole-4-carboxamide